4-chloro-2-nitrophenyl triflate O(S(=O)(=O)C(F)(F)F)C1=C(C=C(C=C1)Cl)[N+](=O)[O-]